4-(1-cyclopropyl-1H-indol-3-yl)-N-phenylpyrimidine-2-amine C1(CC1)N1C=C(C2=CC=CC=C12)C1=NC(=NC=C1)NC1=CC=CC=C1